2,5-difluoroisonicotinamide FC=1C=C(C(=O)N)C(=CN1)F